(5-((5-bromo-2-((2-methoxy-5-(1-methyl-1H-pyrazol-4-yl)-4-(4-(piperazin-1-yl)piperidin-1-yl)phenyl)amino)pyrimidin-4-yl)amino)-2-phenylpyridin-4-yl)dimethylphosphine oxide BrC=1C(=NC(=NC1)NC1=C(C=C(C(=C1)C=1C=NN(C1)C)N1CCC(CC1)N1CCNCC1)OC)NC=1C(=CC(=NC1)C1=CC=CC=C1)P(C)(C)=O